ClC1=C(C=CC=C1)C(\C=C\CCCC)=O (E)-1-(2-chlorophenyl)-2-hepten-1-one